BrCC(=O)C1=C(NC2=CC=C(C=C12)OC)C 2-bromo-1-(5-methoxy-2-methyl-1H-indol-3-yl)ethan-1-one